(S)-(4-(difluoromethyl)-2-(2-hydroxypropan-2-yl)oxazol-5-yl)(4-(6-fluoropyrazolo[1,5-a]pyridin-2-yl)-6,7-dihydro-1H-imidazo[4,5-c]pyridin-5(4H)-yl)methanone FC(C=1N=C(OC1C(=O)N1[C@@H](C2=C(CC1)NC=N2)C2=NN1C(C=CC(=C1)F)=C2)C(C)(C)O)F